tert-butyl 1-(6-bromopyridin-3-yl)-3-(2-methoxy-2-oxoethyl)-1,4,6,7-tetrahydro-5H-pyrazolo[4,3-c]pyridine-5-carboxylate BrC1=CC=C(C=N1)N1N=C(C=2CN(CCC21)C(=O)OC(C)(C)C)CC(=O)OC